FC1(CCOC2=CC=C(C=C12)C(C)N1C[C@@H](NC[C@H]1C)C)F (2S,5R)-4-(1-(4,4-difluorochroman-6-yl)ethyl)-2,5-dimethylpiperazine